4-[2-[[5-[[[3-ethyl-5-[(2S)-2-(2-hydroxyethyl)-1-piperidyl]pyrazolo[1,5-a]pyrimidin-7-yl]amino]methyl]-2-pyridyl]oxy]ethyl-methyl-amino]but-2-enoic acid C(C)C=1C=NN2C1N=C(C=C2NCC=2C=CC(=NC2)OCCN(CC=CC(=O)O)C)N2[C@@H](CCCC2)CCO